benzyl (S)-2-(4-(4-aminobutoxy)phenyl)-2-(isoindolin-2-yl)acetate NCCCCOC1=CC=C(C=C1)[C@@H](C(=O)OCC1=CC=CC=C1)N1CC2=CC=CC=C2C1